2,4-dimethyltetrahydro-2H-pyran CC1OCCC(C1)C